O[C@H](C)C=1C=C(C=C2C(C(=C(OC12)C=1C=NC=CC1)C)=O)C 8-[(1R)-1-Hydroxyethyl]-3,6-dimethyl-2-(3-pyridyl)chromen-4-one